8-(2,4-Dichlorophenyl)-9-(5-((1-(3-fluoropropyl)azetidin-3-yliden)methyl)pyridin-2-yl)-6,7-dihydro-5H-benzo[7]annulen ClC1=C(C=CC(=C1)Cl)C=1CCCC2=C(C1C1=NC=C(C=C1)C=C1CN(C1)CCCF)C=CC=C2